CC1=C(C(=CC=C1)C)NC1=NN(C2=NC(=NC=C21)NC2=CC=C1CCN(CC1=C2)C(=O)NC2=CC(=C(C=C2)C)S(NC2C(NC(CC2)=O)=O)(=O)=O)C 7-((3-((2,6-Dimethylphenyl)amino)-1-methyl-1H-pyrazolo[3,4-d]pyrimidin-6-yl)amino)-N-(3-(N-(2,6-dioxopiperidin-3-yl)sulfamoyl)-4-methylphenyl)-3,4-dihydroisoquinoline-2(1H)-carboxamide